Benzyl 4-mercaptobenzoate SC1=CC=C(C(=O)OCC2=CC=CC=C2)C=C1